ClC1=CC2=C(N(C(N=C2N2[C@H](CN(CC2)C(C=C)=O)C)=O)C=2C(=NC=CC2C)C(C)C)N=C1Cl (M)-6,7-dichloro-1-(4-methyl-2-(2-propanyl)-3-pyridinyl)-4-((2S)-2-methyl-4-(2-propenoyl)-1-piperazinyl)pyrido[2,3-d]pyrimidin-2(1H)-one